Cl.Cl.NCCOC1=CC(=NC=C1)NC1=NC(=NN2C1=C(C(=C2)C2=NN(C=C2)C)C)C=2N(C=CN2)C N-(4-(2-aminoethoxy)pyridin-2-yl)-5-methyl-2-(1-methyl-1H-imidazol-2-yl)-6-(1-methyl-1H-pyrazol-3-yl)pyrrolo[2,1-f][1,2,4]triazin-4-amine dihydrochloride